BrC=1C=CC=2N(C1)C=C(N2)C(C)O 1-(6-bromoimidazo[1,2-a]pyridin-2-yl)ethan-1-ol